(R)-2-(4-(4-isopropylpyrazolo[1,5-a]pyridin-2-yl)-1,4,6,7-tetrahydro-5H-imidazo[4,5-c]pyridin-5-yl)-5-(pyrimidin-4-yl)-1,3,4-oxadiazole C(C)(C)C=1C=2N(C=CC1)N=C(C2)[C@@H]2N(CCC1=C2N=CN1)C=1OC(=NN1)C1=NC=NC=C1